COC1=CC=C2CCN(C2=C1)C(CN(C)C)=O 1-(6-methoxyindolin-1-yl)-2-(dimethylamino)ethan-1-one